(2-(diethylamino)-7-fluoro-4-isopropylquinolin-6-yl)-4-ethyl-3-(hydroxymethyl)-1H-1,2,4-triazol-5(4H)-one C(C)N(C1=NC2=CC(=C(C=C2C(=C1)C(C)C)N1N=C(N(C1=O)CC)CO)F)CC